N1(CCCCC1)C(=O)OC1=C(C=CC=C1)C(C1=CC=CC=C1)N(C1N=CC(=C(N1OC)NC1=C(C=CC=C1)C(NC)=O)C(F)(F)F)C(=O)OCC1C2=CC=CC=C2C=2C=CC=CC12 ((((((9H-fluoren-9-yl) methoxy) carbonyl) (3-methoxy-4-((2-(methylcarbamoyl) phenyl) amino)-5-(trifluoromethyl) pyrimidin-2-yl) amino) benzyl) phenyl) piperidine-1-carboxylate